FC1=C(C(=O)NCCC=2NC=CN2)C=CC=C1 2-fluoro-N-[2-(1H-imidazol-2-yl)ethyl]benzamide